ClC1=NC(=C2N=CN(C2=N1)C1OCCCC1)NC(C)C=1N(C(C2=C(C=CC=C2C1)C)=O)C1=CC=CC=C1 3-(1-(2-chloro-9-(tetrahydro-2H-pyran-2-yl)-9H-purin-6-ylamino)ethyl)-8-methyl-2-phenylisoquinoline-1(2H)-one